C1C#CCO1 2-butyne-1,4-diyl ether